ClC1=NC2=CC(=C(C=C2C(=C1)C(C)C)C1=NN(C(=N1)C(=O)N(C)OC)C)F 3-(2-chloro-7-fluoro-4-isopropylquinolin-6-yl)-N-methoxy-N,1-dimethyl-1H-1,2,4-triazole-5-carboxamide